3-hydroxy-1-(Trideuteromethyl)pyrrolidin-2-one OC1C(N(CC1)C([2H])([2H])[2H])=O